6-methyl-N3-(1-methylpiperidin-4-yl)-8,9-dihydro-7H-cyclopenta[4,5]pyrido[2,3-d]pyrimidine-1,3-diamine CC=1C2=C(C=3C(=NC(=NC3N)NC3CCN(CC3)C)N1)CCC2